ClCC(=O)N[C@@H](CCCCNC(=O)N1CCN(CC1)CC(=O)O)C(=O)OCC1=CC(=NC(=C1)Cl)Cl (S)-2-(4-((5-(2-Chloroacetamido)-6-((2,6-dichloropyridin-4-yl)methoxy)-6-oxohexyl)carbamoyl)piperazin-1-yl)acetic acid